R-(+)-2-(4-aminophenoxy)propionamide NC1=CC=C(O[C@@H](C(=O)N)C)C=C1